FC(C1=NC=CC=C1SC=1N=C2C(=NC1)NC(=N2)N2CCC(CC2)C(=O)N)(F)F 1-(5-((2-(trifluoromethyl)pyridin-3-yl)thio)-1H-imidazo[4,5-b]pyrazin-2-yl)piperidine-4-carboxamide